trans-3-({3-[(1H-indol-6-ylmethyl)amino]pyrido[2,3-b]pyrazin-6-yl}(methyl)amino)cyclobutan-1-ol N1C=CC2=CC=C(C=C12)CNC1=CN=C2C(=N1)N=C(C=C2)N([C@@H]2C[C@H](C2)O)C